2-methyl-1-(5-(4,4,5,5-tetramethyl-1,3,2-dioxaborolan-2-yl)-2H-pyrazol-1-yl)propan-2-ol CC(CN1NCC=C1B1OC(C(O1)(C)C)(C)C)(C)O